2-(3,5-dinitro-phenoxymethyl)-1-methyl-5-nitro-1H-imidazole [N+](=O)([O-])C=1C=C(OCC=2N(C(=CN2)[N+](=O)[O-])C)C=C(C1)[N+](=O)[O-]